1,4-dimethyl-1H-imidazo[4,5-d]thieno[3,2-b]pyridine CN1C=NC=2C1=C1C(=NC2C)C=CS1